ClC=1C=C(C=C(C1OCCCl)C#N)C(C)(C)C1=CC=C(OCC2=NC(=NC=C2)N2CCN(CC2)CC2CCN(CC2)C2CCN(CC2)C(=O)OC(C)(C)C)C=C1 tert-butyl 4-((4-(4-((4-(2-(3-chloro-4-(2-chloroethoxy)-5-cyanophenyl)propan-2-yl)phenoxy)methyl)pyrimidin-2-yl)piperazin-1-yl)methyl)-[1,4'-bipiperidine]-1'-carboxylate